3-ethoxy-benzoic acid C(C)OC=1C=C(C(=O)O)C=CC1